N1-(6-(4-Isopropyl-4H-1,2,4-triazol-3-yl)pyridin-2-yl)-N3-(1,3,4-oxadiazol-2-yl)isophthalamide C(C)(C)N1C(=NN=C1)C1=CC=CC(=N1)NC(C1=CC(C(=O)NC=2OC=NN2)=CC=C1)=O